(3R)-3-amino-7-(5-tert-butyl-1,3,4-oxadiazol-2-yl)-8-fluoro-1,1-dioxo-5-[[4-(1,1,2,2-tetrafluoroethoxy)phenyl]methyl]-2,3-dihydro-1λ6,5-benzothiazepin-4-one N[C@H]1CS(C2=C(N(C1=O)CC1=CC=C(C=C1)OC(C(F)F)(F)F)C=C(C(=C2)F)C=2OC(=NN2)C(C)(C)C)(=O)=O